COC=1C(=NN(N1)C1=CC=C(C=C1)C(F)(F)F)CC1=CC(=NC=C1)C(F)(F)F 4-[[5-methoxy-2-[4-(trifluoromethyl)phenyl]-2H-1,2,3-triazol-4-yl]methyl]-2-(trifluoromethyl)pyridine